CCCCCCCCC(CCCCCCCC)OC(CCCCCCCN(CCCCCC(OCCCCCCCCCCC)=O)CCO)=O 8-{(2-hydroxyethyl)[6-oxo-6-(undecyloxy)hexyl]amino}caprylic acid heptadec-9-yl ester